ClC=1N=C2C(=CC(N(C2=CC1)C)=O)N1CCOCC2=C1C=CC=C2C#CC2(CC2)C(F)(F)F 6-chloro-1-methyl-4-(6-((1-(trifluoromethyl)cyclopropyl)ethynyl)-2,3-dihydrobenzo[e][1,4]oxazepine-1(5H)-yl)-1,5-naphthyridin-2(1H)-one